[1-(Azetidin-3-ylmethyl)-6-(5-methoxy-1H-pyrazol-4-yl)indol-3-yl]-(6-chlorochroman-3-yl)methanone N1CC(C1)CN1C=C(C2=CC=C(C=C12)C=1C=NNC1OC)C(=O)C1COC2=CC=C(C=C2C1)Cl